C(C1=CC=CC=C1)OCC1=NN(C(N1CC)=O)C1=C(C=C2C(=NN(CC2=C1)C1=C(C=CC=C1F)Cl)C(=C)C)F 7-(3-((benzyloxy)methyl)-4-ethyl-5-oxo-4,5-dihydro-1H-1,2,4-triazol-1-yl)-2-(2-chloro-6-fluorophenyl)-6-fluoro-4-(prop-1-en-2-yl)phthalazin